O[C@H]1CC2C[C@H]([C@H]3[C@@H]4CC[C@H]([C@@H](CCC(=O)O)C)[C@]4([C@H](C[C@@H]3[C@]2(CC1)C)O)C)O 3α,7α,12α-trihydroxycholanic acid